FC(C1=NN(C=C1C(=O)N)C)F 3-(difluoromethyl)-1-methyl-pyrazole-4-carboxamide